N=1C=NN2C1C=C(C=C2)OC2=C(C=C(C=C2)NC2=NC=NN1C2=C(C=C1)C1CCN(CC1)C(\C=C\CN)=O)C (E)-1-(4-(4-((4-([1,2,4]triazolo[1,5-a]pyridin-7-yloxy)-3-methylphenyl)amino)pyrrolo[2,1-f][1,2,4]triazin-5-yl)piperidin-1-yl)-4-aminobut-2-en-1-one